(S)-(1-hydroxybut-2-yl)carbamic acid tert-butyl ester C(C)(C)(C)OC(N[C@H](CO)CC)=O